CC(C)CCC[C@@H](C)[C@H]1CC[C@H]2[C@@H]3CC=C4C[C@H](CC[C@]4(C)[C@H]3CC[C@]12C)OCCCCOC(CN(C)C)COCCCCCCCC\C=C/C\C=C/CCCCC 2-{4-[(3β)-cholest-5-en-3-yloxy]Butoxy}-N,N-dimethyl-3-[(9Z,12Z)-octadeca-9,12-dienyloxy]Propan-1-amine